terphenyl-2'-thiol C1(=CC=CC=C1)C=1C(CC=CC1)(C1=CC=CC=C1)S